N1C(NC(C=C1)=O)=O (E)-1H-pyrimidine-2,4-dione